(R)-4-((1-(3-(difluoromethyl)-2-fluorophenyl)ethyl)amino)-2-methylpyrimidin-5-ol FC(C=1C(=C(C=CC1)[C@@H](C)NC1=NC(=NC=C1O)C)F)F